O[C@H]1CN(CC[C@@H]1CNC1=NC=2N(C(=C1)S(=O)C)N=CC2C(C)C)C(=O)OC(C)(C)C tert-butyl (3R,4R)-3-hydroxy-4-(((3-isopropyl-7-(methylsulfinyl)pyrazolo[1,5-a]pyrimidin-5-yl)amino)methyl)piperidine-1-carboxylate